ClC1=NC=2N(C(=C1)NC)N=CC2C(=O)NC2CC2 5-chloro-N-cyclopropyl-7-(methylamino)pyrazolo[1,5-a]pyrimidine-3-carboxamide